2-((1R,2R,4S)-2-amino-7-azabicyclo[2.2.1]heptan-7-yl)-5-(4-chloro-2-methyl-2H-indazol-5-yl)-3-methyl-3,7-dihydro-4H-pyrrolo[2,3-d]pyrimidin-4-one N[C@H]1[C@H]2CC[C@@H](C1)N2C=2N(C(C1=C(N2)NC=C1C1=C(C2=CN(N=C2C=C1)C)Cl)=O)C